2-((1s,3s)-3-(4-methyl-4H-1,2,4-triazol-3-yl)-3-(3-(6-(((1-methylcyclobutyl)amino)-methyl)-1-oxo-4-(trifluoromethyl)isoindolin-2-yl)phenyl)cyclobutyl)acetonitrile CN1C(=NN=C1)C1(CC(C1)CC#N)C1=CC(=CC=C1)N1C(C2=CC(=CC(=C2C1)C(F)(F)F)CNC1(CCC1)C)=O